1-(1H-pyrrolyl)2-pyrrolidone N1(C=CC=C1)N1C(CCC1)=O